N-(6-Cyclopentylpyrimidin-4-yl)-2-[4-(methylaminomethyl)-2-azabicyclo[2.1.1]hexan-2-yl]pyrimidin-4-amine C1(CCCC1)C1=CC(=NC=N1)NC1=NC(=NC=C1)N1C2CC(C1)(C2)CNC